ClC1=C(C=C(C=C1)C1=CC=C(O1)C(=O)O)F 5-(4-chloro-3-fluorophenyl)furan-2-carboxylic acid